Dimethylbis(2-Hydroxyethyl)Ammonium Hydroxide [OH-].C[N+](CCO)(CCO)C